COC1=CC=C2N=C(C(NC2=C1)=O)C1=CC=CC=C1 7-methoxy-3-phenylquinoxaline-2(1H)-one